OSC=1C(OC=CC1)=O hydroxy(thio)pyrone